(S)-1'-(6-((2-amino-3-chloropyridin-4-yl)thio)-1,2,4-triazin-3-yl)-1,3-dihydrospiro[indene-2,4'-piperidine]-1-amine NC1=NC=CC(=C1Cl)SC1=CN=C(N=N1)N1CCC2(CC1)[C@@H](C1=CC=CC=C1C2)N